C(N)(=O)C1=CC=C(C=C1)CNC(OC1=CC=CC=C1)=O Phenyl N-[(4-carbamoylphenyl)methyl]carbamate